C(CCCCCNC(=O)N(C)C)NC(=O)N(C)C (hexane-1,6-diyl)bis(3,3'-dimethylurea)